caprinonitrile C(CCCCCCCCC)#N